C(CCCC\C=C/CCC)=O (Z)-6-DECENAL